copper bisguanylurea dinitrate [N+](=O)([O-])[O-].[N+](=O)([O-])[O-].C(N)(=N)NC(NC(N)=N)=O.[Cu+2]